CS(=O)(=O)CC1=NC=C(C=C1NC=1N=CC2=C(N1)CN(CC2)C2=C(C1=C(OCCN1)N=C2)C)C (methanesulfonylmethyl)-5-methyl-N-(7-{8-methyl-1H,2H,3H-pyrido[2,3-b][1,4]oxazin-7-yl}-5H,6H,7H,8H-pyrido[3,4-d]pyrimidin-2-yl)pyridin-3-amine